3-isobutylthiazolidine-2,4-dione C(C(C)C)N1C(SCC1=O)=O